C(=O)C1CCN(CC1)C=1C=NC(=NC1)C1=NOC(=C1)C(=O)NCC1=NC(=NN1)C(C(F)(F)F)(C)C 3-(5-(4-formylpiperidin-1-yl)pyrimidin-2-yl)-N-((3-(1,1,1-trifluoro-2-methylpropan-2-yl)-1H-1,2,4-triazol-5-yl)methyl)isoxazole-5-carboxamide